C(C)(C)(C)OC(=O)N1CC(C[C@@H](C1)NC1=CC=NC2=C(C=C(N=C12)C1=CC=C(C=C1)OC)C(N)=O)(F)F (5S)-5-{[8-carbamoyl-6-(4-methoxyphenyl)-1,5-naphthyridin-4-yl]amino}-3,3-difluoropiperidine-1-carboxylic acid tert-butyl ester